NC1=CC(=C(C=C1)C=1N=C(N2C1SC=C2)C2=CC=C(C(=O)O)C=C2)F 4-(7-(4-amino-2-fluorophenyl)imidazo[5,1-b]thiazol-5-yl)benzoic acid